3-phenylpropanamide dihydrochloride salt Cl.Cl.C1(=CC=CC=C1)CCC(=O)N